1-(6-((R)-3-methylmorpholino)-4-(tetrahydro-2H-pyran-4-yl)pyridazin-3-yl)ethanamine C[C@@H]1COCCN1C1=CC(=C(N=N1)C(C)N)C1CCOCC1